[4-(2-{4-[3-(3-tert-butyl-phenyl)-ureido]-3-fluoro-phenyl}-ethyl)-pyridin-2-yl]-amide C(C)(C)(C)C=1C=C(C=CC1)NC(NC1=C(C=C(C=C1)CCC1=CC(=NC=C1)[NH-])F)=O